2-[4-(benzyloxymethyl)cyclohexyl]-6-isopropoxy-indazole-5-carboxylic acid methyl ester COC(=O)C1=CC2=CN(N=C2C=C1OC(C)C)C1CCC(CC1)COCC1=CC=CC=C1